N1C=C(C2=CC=CC=C12)CC(CCCC)C1=C(N=C2N1CCN(C2)C2CCN(CC2)C2COC2)C(=O)N (1-(1H-indol-3-yl)hexan-2-yl)-7-(1-(oxetan-3-yl)piperidin-4-yl)-5,6,7,8-tetrahydroimidazo[1,2-a]pyrazine-2-carboxamide